3-(4,5-Dimethylthiazole-2-yl)-2,5-diphenyl-tetrazolium bromide [Br-].CC=1N=C(SC1C)N1N([NH2+]C(=N1)C1=CC=CC=C1)C1=CC=CC=C1